FC1=C(C=CC(=C1)F)N1CCN(CC1)C(=O)NC1=CC=C(C=C1)O 4-(2,4-difluorophenyl)-N-(4-hydroxyphenyl)piperazine-1-carboxamide